(S)-Methyl 2-(3-((5-(((S)-1-(3-cyclopropylphenyl)ethyl)carbamoyl)-2,3-dimethyl-1H-indol-1-yl)methyl)phenoxy)propanoate C1(CC1)C=1C=C(C=CC1)[C@H](C)NC(=O)C=1C=C2C(=C(N(C2=CC1)CC=1C=C(O[C@H](C(=O)OC)C)C=CC1)C)C